CN1C(N(C2=C1C=CC(=C2)C=2C=CC=C1C=C(N=CC21)C=2C=C(C(=NC2)C(=O)NCC#CC=2C=CC1=C(C(=CO1)[C@H]1C(NC(CC1)=O)=O)C2)C)C)=O (S)-5-(8-(1,3-dimethyl-2-oxo-2,3-dihydro-1H-benzo[d]imidazol-5-yl)isoquinolin-3-yl)-N-(3-(3-(2,6-dioxo-piperidin-3-yl)benzofuran-5-yl)prop-2-yn-1-yl)-3-methylpicolinamide